tert-butyl (3R)-3-(3-amino-N-(8-methylisoquinolin-1-yl)piperidine-1-carboxamido)piperidine-1-carboxylate NC1CN(CCC1)C(=O)N(C1=NC=CC2=CC=CC(=C12)C)[C@H]1CN(CCC1)C(=O)OC(C)(C)C